C(CCCCCCCCCCCCCCCCCCC)(S)S eicosandithiol